(S)-(1,3-Dimethyl-azetidin-3-yl)-(3-fluoro-phenyl)-(4-trifluoromethoxy-phenyl)-methanol CN1CC(C1)(C)[C@](O)(C1=CC=C(C=C1)OC(F)(F)F)C1=CC(=CC=C1)F